7-(3R-hydroxy-5-keto-cyclopent-1-enyl)-heptanoic acid phenylmethyl ester C1(=CC=CC=C1)COC(CCCCCCC1=C[C@@H](CC1=O)O)=O